N-hydroxy-3-(pyridin-4-ylsulfanyl)pyridazine-4-carboximidamide ONC(=N)C1=C(N=NC=C1)SC1=CC=NC=C1